NC1=C2N=C(N(C2=NC(=N1)OCC)CC1=C(C=C(CN2CCN(CC2)CCN2C(C=CC2=O)=O)C=C1)OC)O 1-(2-(4-(4-((6-amino-2-ethoxy-8-hydroxy-9H-purin-9-yl)methyl)-3-methoxy-benzyl)piperazin-1-yl)ethyl)-1H-pyrrole-2,5-dione